S1C=C(C=C1)C=1C=NC=C(\C(\N)=N/O)C1 (E)-5-(thiophen-3-yl)nicotinamide oxime